FC(OC1=NC=C(C(=C1)C1=NC(=NO1)[C@@H]1C(C12CCN(CC2)S(=O)(=O)N)(F)F)C)F (2R)-2-{5-[2-(Difluoromethoxy)-5-methylpyridin-4-yl]-1,2,4-oxadiazol-3-yl}-1,1-difluoro-6-azaspiro[2.5]octan-6-sulfonamid